chlorobis[5-chloro-2-[(4-chlorophenyl)(hydroxyimino)methyl]phenyl]palladium (II) Cl[Pd-](C1=C(C=CC(=C1)Cl)C(C1=CC=C(C=C1)Cl)=NO)C1=C(C=CC(=C1)Cl)C(=NO)C1=CC=C(C=C1)Cl